C(CCCCCCCCCCCCCCCCC)(=O)OCC(O)COCCCCCCCC\C=C/CCCCCCCC 1-stearoyl-3-oleyl-glycerol